1-(1-methyl-7-(4-(piperazin-1-ylmethyl)-piperidin-1-yl)-1H-indazol-3-yl)dihydropyrimidine-2,4(1H,3H)-dione CN1N=C(C2=CC=CC(=C12)N1CCC(CC1)CN1CCNCC1)N1C(NC(CC1)=O)=O